(S)-4-(6-cyano-1-methyl-2-oxo-1,2-dihydro-1,5-naphthyridin-4-yl)-3-methylpiperazine-1-carboxylic acid tert-butyl ester C(C)(C)(C)OC(=O)N1C[C@@H](N(CC1)C1=CC(N(C2=CC=C(N=C12)C#N)C)=O)C